F[C@@H]1CN(CC[C@@H]1NC1=C2C=C(N(C2=CC=C1)CC(F)(F)F)C1=NOC(=N1)CNC(=O)[C@H]1[C@@H](C1)C1=CC=CC=C1)C |r| (+/-)-(1R,2R)-N-{[3-(4-{[(3RS,4SR)-3-fluoro-1-methylpiperidin-4-yl]amino}-1-(2,2,2-trifluoroethyl)-1H-indol-2-yl)-1,2,4-oxadiazol-5-yl]methyl}-2-phenylcyclopropane-1-carboxamide